ClC1=C(C(=CC=C1)Cl)N1C=2N(C3=C(C1=O)C=NC(=N3)NC3=CC(=C(C=C3)N3C[C@@H](N([C@@H](C3)C)C([2H])([2H])[2H])C)C)CCN2 6-(2,6-dichlorophenyl)-2-((4-((3S,5R)-3,5-dimethyl-4-(methyl-d3)piperazin-1-yl)-3-methylphenyl)amino)-8,9-dihydroimidazo[1,2-a]pyrimido[5,4-e]pyrimidin-5(6H)-one